(S)-1-((1R,3R)-1-(2,6-difluoro-4-((1-(3-fluoropropyl)azetidin-3-yl)oxy)phenyl)-3-methyl-1,3,4,9-tetrahydro-2H-pyrido[3,4-b]indol-2-yl)propan-2-ol FC1=C(C(=CC(=C1)OC1CN(C1)CCCF)F)[C@H]1N([C@@H](CC2=C1NC1=CC=CC=C21)C)C[C@H](C)O